ClC1=CC=C(C(=N1)OC=1N(N=C(C1)C1=CC=CC=C1)C)C1=CC=C(C=N1)CN [6-[6-chloro-2-(2-methyl-5-phenylpyrazol-3-yl)oxypyridin-3-yl]pyridin-3-yl]methanamine